N-[2-(benzenesulfonyloxy)phenyl]-N'-[4-(p-methoxybenzenesulfonyloxy)phenyl]urea C1(=CC=CC=C1)S(=O)(=O)OC1=C(C=CC=C1)NC(=O)NC1=CC=C(C=C1)OS(=O)(=O)C1=CC=C(C=C1)OC